[Si](C)(C)(C(C)(C)C)OC[C@H](C=O)NC(OCC1C2=CC=CC=C2C=2C=CC=CC12)=O (9H-fluoren-9-yl)methyl (R)-(1-((tert-butyldimethylsilyl)oxy)-3-oxopropan-2-yl)carbamate